5-(4-(2-aminoethyl)piperidin-1-yl)-2-(2,6-dioxopiperidin-3-yl)isoindoline-1,3-dione NCCC1CCN(CC1)C=1C=C2C(N(C(C2=CC1)=O)C1C(NC(CC1)=O)=O)=O